(rac)-((cis)-5-((6-Chloropyridazin-3-yl)amino)-1-methylpiperidin-2-yl)methanol ClC1=CC=C(N=N1)N[C@@H]1CC[C@@H](N(C1)C)CO |r|